tetramethyl-isophthalimide dicarbamate C(N)(O)=O.C(N)(O)=O.CC1=C(C(=C2C(=C1C(=O)NC2=O)C)C)C